BrC1=CC=C(C=C1)C=1NC2=CC=CC=C2C1N1C2=CC=CC=C2SC=2C=CC=CC12 10-(2-(4-bromophenyl)indol-3-yl)-10H-phenothiazine